N-(3-fluorobenzyl)-6-(5-(trifluoromethyl)-1,2,4-oxadiazol-3-yl)imidazo[1,2-a]pyridine-2-carboxamide FC=1C=C(CNC(=O)C=2N=C3N(C=C(C=C3)C3=NOC(=N3)C(F)(F)F)C2)C=CC1